(4-(2-(diethylamino)ethoxy)-3-methoxybenzyl-(methyl)amino)propan-2-ol C(C)N(CCOC1=C(C=C(CN(C)CC(C)O)C=C1)OC)CC